tert-butyl (N-{4-[(4-methylbenzenesulfonyl) oxy] cyclohexyl} carbamate) CC1=CC=C(C=C1)S(=O)(=O)OC1CCC(CC1)NC(OC(C)(C)C)=O